2-(cyclohexylmethyl)-4-methyl-N-(3-(methylsulfonyl)phenyl)-2H-indazole-3-carboxamide C1(CCCCC1)CN1N=C2C=CC=C(C2=C1C(=O)NC1=CC(=CC=C1)S(=O)(=O)C)C